FC1=CC=C(C=C1)C(C#N)=C1CCN(CC1)C(=O)N1CC=2N(CC1)C=NC2 2-(4-fluorophenyl)-2-(1-(5,6,7,8-tetrahydroimidazo[1,5-a]pyrazine-7-carbonyl)piperidin-4-ylidene)acetonitrile